ClC1=C(C=CC=C1F)C1=C(N=C(C=2N1N=CC2)N2CCC1(CC2)CC=2C(=NC(=CC2)OC)[C@H]1N)C (7S)-1'-[7-(2-chloro-3-fluoro-phenyl)-6-methyl-pyrazolo[1,5-a]pyrazin-4-yl]-2-methoxy-spiro[5,7-dihydrocyclopenta[b]pyridine-6,4'-piperidine]-7-amine